N1=CC(=CC=C1)N1CCC2=C1N=C(N=C2OCC=2C=NC=CC2)N2CCOCC2 4-(7-(pyridin-3-yl)-4-(pyridin-3-ylmethoxy)-6,7-dihydro-5H-pyrrolo[2,3-d]pyrimidin-2-yl)morpholine